NC=1C=2N(C=CN1)C(=CN2)C=2C=C(C=CC2C)S(=O)(=O)NC2CCOCC2 3-(8-Aminoimidazo[1,2-a]pyrazin-3-yl)-4-methyl-N-(tetrahydro-2H-pyran-4-yl)benzenesulfonamide